3-[(2,4-difluorophenyl)methyl]-1-[(4-methoxyphenyl)methyl]-3-(1-methylpiperidin-4-yl)urea FC1=C(C=CC(=C1)F)CN(C(NCC1=CC=C(C=C1)OC)=O)C1CCN(CC1)C